1-((2R,5S)-4-((S)-6-chloro-7-(1,6-dimethyl-1H-indazol-7-yl)-8-fluoro-2-(1-isopropylpiperidin-4-yloxy)quinazolin-4-yl)-2,5-dimethylpiperazin-1-yl)prop-2-en-1-one ClC=1C=C2C(=NC(=NC2=C(C1C=1C(=CC=C2C=NN(C12)C)C)F)OC1CCN(CC1)C(C)C)N1C[C@H](N(C[C@@H]1C)C(C=C)=O)C